trans-4-(2-((3,5-bis(trifluoromethyl)phenyl)amino)-5-(4-((1-methylpiperidin-4-yl)oxy)phenyl)-7H-pyrrolo[2,3-d]pyrimidin-7-yl)cyclohexan-1-ol FC(C=1C=C(C=C(C1)C(F)(F)F)NC=1N=CC2=C(N1)N(C=C2C2=CC=C(C=C2)OC2CCN(CC2)C)[C@@H]2CC[C@H](CC2)O)(F)F